5-{[1-(tert-Butoxycarbonyl)azetidin-3-yl](methyl)amino}pyridine-2-carboxylic acid methyl ester COC(=O)C1=NC=C(C=C1)N(C)C1CN(C1)C(=O)OC(C)(C)C